1-[2-(1H-1,3-benzodiazol-1-yl)acetyl]-4-fluoro-N-{phenyl[5-(propan-2-yl)pyridin-2-yl]methyl}pyrrolidine-2-carboxamide N1(C=NC2=C1C=CC=C2)CC(=O)N2C(CC(C2)F)C(=O)NC(C2=NC=C(C=C2)C(C)C)C2=CC=CC=C2